benzyl (2S,4S)-4-cyclopropyl-2-(3-fluoro-4-(methoxycarbonyl)phenyl)piperidine-1-carboxylate C1(CC1)[C@@H]1C[C@H](N(CC1)C(=O)OCC1=CC=CC=C1)C1=CC(=C(C=C1)C(=O)OC)F